tert-butyl ((5-((3-(ethylcarbamoyl)-5-(1-methyl-1H-pyrazol-4-yl)phenyl)sulfonyl)thiazol-2-yl)methyl)carbamate C(C)NC(=O)C=1C=C(C=C(C1)C=1C=NN(C1)C)S(=O)(=O)C1=CN=C(S1)CNC(OC(C)(C)C)=O